ethyl (S,E)-3-(2-bromo-4-methyl-1-(oxetan-2-ylmethyl)-1H-imidazol-5-yl)acrylate BrC=1N(C(=C(N1)C)/C=C/C(=O)OCC)C[C@H]1OCC1